4-(bromomethyl)-3-fluorobenzenesulfonamide BrCC1=C(C=C(C=C1)S(=O)(=O)N)F